4,4,4-trifluoro-1-[4-fluoro-4-[4-(trifluoromethyl)-2-pyridinyl]-1-piperidinyl]butan-1-one FC(CCC(=O)N1CCC(CC1)(C1=NC=CC(=C1)C(F)(F)F)F)(F)F